2,2'-bipyridine dibromide [Br-].[Br-].N1=C(C=CC=C1)C1=NC=CC=C1